O=S1(CCN(CCC1)C1=CC(=CC(N1)=O)N1[C@@H](COCC1)C)=O 6-(1,1-dioxo-1,4-thiazepan-4-yl)-4-[(3R)-3-methylmorpholin-4-yl]-1H-pyridin-2-one